NC=1C=CC(=C(C(=O)N(C2CC2)CC#N)C1)Cl 5-amino-2-chloro-N-(cyanomethyl)-N-cyclopropylbenzamide